(1S)-2,2-difluoro-4-[(1S)-6,8-difluorotetralin-1-yl]-7-(trifluoromethylsulfanyl)indan-1-ol FC1([C@H](C2=C(C=CC(=C2C1)[C@@H]1CCCC2=CC(=CC(=C12)F)F)SC(F)(F)F)O)F